Nitrocinnamate [N+](=O)([O-])C(C(=O)[O-])=CC1=CC=CC=C1